1-(4-(3-(4-chloro-2-fluorophenyl)-1,2,4-oxadiazol-5-yl)piperidin-1-yl)-2-(4-methyl-1,2,5-oxadiazol-3-yl)ethan-1-one ClC1=CC(=C(C=C1)C1=NOC(=N1)C1CCN(CC1)C(CC1=NON=C1C)=O)F